(1s,2s)-2-(3-chlorophenyl)-N-(4-(((6-cyclopropyl-[1,2,4]triazolo[1,5-a]pyridin-2-yl)methyl)amino)pyridin-2-yl)cyclopropane-1-carboxamide ClC=1C=C(C=CC1)[C@@H]1[C@H](C1)C(=O)NC1=NC=CC(=C1)NCC1=NN2C(C=CC(=C2)C2CC2)=N1